(S)-2-(p-tolyl)pyrrolidine CC1=CC=C(C=C1)[C@@H]2CCCN2